[1,8]naphthyridine-3-carboxylate N1=CC(=CC2=CC=CN=C12)C(=O)[O-]